tert-butyl 3-(1-(4-morpholinopyrido[3,2-d]pyrimidin-2-yl)-1H-pyrazol-3-yl)-5,6-dihydropyridine-1(2H)-carboxylate O1CCN(CC1)C=1C2=C(N=C(N1)N1N=C(C=C1)C=1CN(CCC1)C(=O)OC(C)(C)C)C=CC=N2